4-(4-Fluoro-3-(4,4,5,5-tetramethyl-1,3,2-dioxaborolan-2-yl)-1-tosyl-1H-pyrrolo[2,3-b]pyridin-5-yl)morpholine FC1=C2C(=NC=C1N1CCOCC1)N(C=C2B2OC(C(O2)(C)C)(C)C)S(=O)(=O)C2=CC=C(C)C=C2